ClC1=C2CNC(C2=CC(=C1)F)=O 4-chloro-6-fluoroisoindolin-1-one